1-(5-(2-fluoropyridin-3-yl)-1H-indazole-3-carbonyl)piperidine-4-carboxamide FC1=NC=CC=C1C=1C=C2C(=NNC2=CC1)C(=O)N1CCC(CC1)C(=O)N